ClC1=CNC2=C(C=CC(=C12)Cl)NS(=O)(=O)C1=CC=C(C=C1)S(=O)(=O)NC1C(NCCCC1)=O N1-(3,4-dichloro-1H-indol-7-yl)-N4-(2-oxoazepan-3-yl)benzene-1,4-disulfonamide